C(CCCCCCC\C=C/CCCCCCCC)(=O)OCCCCCCCCCCCCCCCCCCCC arachidyl oleate